NC1=CC(=C(C=C1)C(=O)C=1NC=2C=C(C3=C(C2C1)C=CC=C3)OC)OC (4-Amino-2-methoxy-phenyl)-(5-methoxy-3H-benzo[e]-indol-2-yl)-methanone